2,9-dibromo-1,10-phenanthroline BrC1=NC2=C3N=C(C=CC3=CC=C2C=C1)Br